C(C)OC(CS(=O)(=O)CC(CCCC(C(=O)NNC)(COC1OCCCC1)C=1C=C(C=CC1)CCC(=O)OCC)(C)C)=O ethyl 3-(3-(7-((2-ethoxy-2-oxoethyl)sulfonyl)-6,6-dimethyl-1-(2-methylhydrazineyl)-1-oxo-2-(((tetrahydro-2H-pyran-2-yl)oxy)methyl)heptan-2-yl)phenyl)propanoate